9-hydroxyoctadecadienoic acid CCCCC/C=C\C=C\[C@H](CCCCCCCC(=O)O)O